FC1=C(C=CC=C1F)CN1C(CCC1=O)CC(=O)OCCC=C But-3-en-1-yl 2-[1-[(2,3-difluorophenyl)methyl]-5-oxopyrrolidin-2-yl]acetat